2-amino-4-oxo-N-phenyl-1,4-dihydro-1,5-naphthyridine-3-carboxamide NC=1NC2=CC=CN=C2C(C1C(=O)NC1=CC=CC=C1)=O